C(C1=CC=CC=C1)OC1=NC(=CC=C1C1=CC=C(C=C1)N1C[C@@H]2[C@@H](C1)CN(C2)CC(=O)OC(C)(C)C)OCC2=CC=CC=C2 tert-butyl 2-((3aR,6aR)-5-(4-(2,6-bis(benzyloxy)pyridin-3-yl)phenyl)hexahydropyrrolo[3,4-c]pyrrol-2(1H)-yl)acetate